6-chloro-1,1-dimethyl-2H-pyrrolo[3,4-c]pyridin-3-one ClC1=CC2=C(C=N1)C(NC2(C)C)=O